O=C1N(CC2=CC(=CC=C12)O[C@@H]1[C@H](CCCC1)N1C[C@@H](CC1)C1=CC=CC=C1)C1C(NC(CC1)=O)=O 3-(1-oxo-5-(((1S,2S)-2-((S)-3-phenylpyrrolidin-1-yl)cyclohexyl)oxy)isoindolin-2-yl)piperidine-2,6-dione